tert-Butyl 6-(3-ethyl-4-hydroxy-phenyl)-3-methyl-3,4-dihydro-2H-pyridine-1-carboxylate C(C)C=1C=C(C=CC1O)C1=CCC(CN1C(=O)OC(C)(C)C)C